3-chloro-5-[[2,4-difluoro-5-[3-(3-hydroxypropyl)benzothiophen-2-yl]phenyl]sulfamoyl]-4-methoxybenzoic acid ClC=1C=C(C(=O)O)C=C(C1OC)S(NC1=C(C=C(C(=C1)C=1SC2=C(C1CCCO)C=CC=C2)F)F)(=O)=O